N=1N(N=C2C1C=CC=C2)C2=C(C(=CC(=C2)C(C)(C2=CC=CC=C2)C)C(C)(C)C2=CC=CC=C2)O 2-(2H-benzotriazole-2-yl)-4,6-di(1-methyl-1-phenylethyl)-phenol